C(\C=C/C(=O)O)(=O)O.C(C)(C)(C)NCC(CSC1=NSN=C1N1CCOCC1)O (-)-1-(tert-butylamino)-3-[(4-morpholino-1,2,5-thiadiazol-3-yl)thio]-2-propanol maleate